ClC=1C(=NC(=NC1)NC1=CC=C(C=C1)CN1CCOCC1)NC1=C(C=CC=C1)C(=O)N1CCC(CC1)O (2-((5-chloro-2-(4-morpholinomethylanilino)pyrimidin-4-yl)amino)phenyl)-4-hydroxypiperidin-1-yl-methanone